2,4-dihydroxy-4'-(2-acryloxy-ethoxy)benzophenone OC1=C(C(=O)C2=CC=C(C=C2)OCCOC(C=C)=O)C=CC(=C1)O